C1C(C1(C(=O)O)C(=O)O)C(=O)O cyclopropane-1,2-tricarboxylic acid